4-(2-ethyl-2-propoxy)-α-methylstyrene C(C)C(C)(C)OC1=CC=C(C(=C)C)C=C1